5-Amino-4-methylpyridin NC=1C(=CC=NC1)C